(R)-1-(4-(4-((1-(3-(difluoromethyl)-2-fluorophenyl)ethyl)amino)-2-methyl-8,9-dihydrofuro[2,3-h]quinazolin-6-yl)-4-hydroxypiperidin-1-yl)propan-1-one FC(C=1C(=C(C=CC1)[C@@H](C)NC1=NC(=NC2=C3C(=C(C=C12)C1(CCN(CC1)C(CC)=O)O)OCC3)C)F)F